C(C)(C)(C)N[SiH](N(C(C)(C)C)C(C)(C)C)N N,N',N'-tri-tert-butylsilanetriamine